(9H-fluoren-9-yl)methyl (2-(((3S,3aR,6S,6aR)-6-((tert-butoxycarbonyl)amino)hexahydrofuro[3,2-b]furan-3-yl)amino)-2-oxoethyl)carbamate C(C)(C)(C)OC(=O)N[C@H]1CO[C@H]2[C@@H]1OC[C@@H]2NC(CNC(OCC2C1=CC=CC=C1C=1C=CC=CC21)=O)=O